NC=1C2=C(N=CN1)N(C=C2C#CC2=C(C=CC=C2F)OCC)[C@@H]2O[C@@H]([C@H]([C@H]2O)O)CNS(N)(=O)=O 4-amino-7-[(2R,3R,4S,5R)-3,4-dihydroxy-5-[(sulfamoylamino)methyl]oxolan-2-yl]-5-[2-(2-ethoxy-6-fluorophenyl)ethynyl]pyrrolo[2,3-d]pyrimidine